(2E)-4-Bromobut-2-enoic acid ethyl ester C(C)OC(\C=C\CBr)=O